C(C)(C)C1=NNC2=C1C(=NC=C2)C2=CC(=C(C=C2)S(=O)(=O)C)C 3-isopropyl-4-(3-methyl-4-(methylsulfonyl)phenyl)-1H-pyrazolo[4,3-c]pyridine